C(C(=C)C)(=O)OCCC[Si](O[Si](C)(C)C)(O[Si](C)(C)C)O[Si](C)(C)C 3-[tris(trimethylsiloxy)silyl]propyl methacrylate